NC1=C(C=C(C(=O)OC)C=C1)C1CC1 methyl 4-amino-3-cyclopropyl-benzoate